N[C@H](C(=O)N[C@H]1CN(C[C@H](C1)C)C=1C=2N(C(=CC1)C#N)N=CC2)C (2S)-2-amino-N-[(3R,5S)-1-(7-cyanopyrazolo[1,5-a]pyridin-4-yl)-5-methyl-3-piperidinyl]propionamide